2-((S)-4-(8-Fluoro-7-(3-hydroxynaphthalen-1-yl)-2-(((S)-1-methylpyrrolidin-2-yl)methoxy)quinazolin-4-yl)piperazin-2-yl)acetonitrile FC=1C(=CC=C2C(=NC(=NC12)OC[C@H]1N(CCC1)C)N1C[C@@H](NCC1)CC#N)C1=CC(=CC2=CC=CC=C12)O